ClC=1N=C(C=2OCC(NC2N1)(C)C)Cl 2,4-dichloro-7,7-dimethyl-7,8-dihydro-6H-pyrimido[5,4-b][1,4]oxazine